di-n-butyl 2-butenylphosphonate C(C=CC)P(OCCCC)(OCCCC)=O